(R)-2-amino-N1-((3S,5R,8R,9S,10S,13R,17S)-10,13-dimethyl-17-(5-oxo-2,5-dihydrofuran-3-yl)-2,3,4,5,6,7,8,9,10,11,12,13,16,17-tetradecahydro-1H-cyclopenta[a]phenanthren-3-yl)succinamide N[C@@H](C(=O)N[C@H]1CC[C@@]2([C@H]3CC[C@@]4([C@H](CC=C4[C@@H]3CC[C@@H]2C1)C=1COC(C1)=O)C)C)CC(=O)N